1-isobutylpiperidin-4-ol C(C(C)C)N1CCC(CC1)O